C(CC)OC=1C=C(C2=CC=CC=C2C1)C1(CC1)C1=C(C(=O)N)C=CC=C1 (1-(3-propoxynaphthalen-1-yl)cyclopropyl)benzamide